(R)-N-((1H-Pyrrolo[3,2-c]pyridine-2-yl)methyl)-2-(3-((1-(2'-fluoro-[1,1'-biphenyl]-4-yl)ethyl)amino)-6-(2-fluorophenyl)-2-oxopyrazin-1(2H)-yl)acetamide N1C(=CC=2C=NC=CC21)CNC(CN2C(C(=NC=C2C2=C(C=CC=C2)F)N[C@H](C)C2=CC=C(C=C2)C2=C(C=CC=C2)F)=O)=O